6-(7-(aminomethyl)-7-(5-methylisoxazol-3-yl)-3-azabicyclo[4.1.0]heptan-3-yl)-3-(4-chloro-2-methyl-2H-indazol-5-yl)-5-methyl-1,5-dihydro-4H-pyrazolo[3,4-d]pyrimidin-4-one NCC1(C2CCN(CC12)C=1N(C(C2=C(N1)NN=C2C2=C(C1=CN(N=C1C=C2)C)Cl)=O)C)C2=NOC(=C2)C